FCCN1C2CCC(C1C(=O)OC)C2 Methyl 2-(2-fluoroethyl)-2-azabicyclo[2.2.1]heptan-3-carboxylate